N1(CCC1)CC=1N(C(=CN1)C1=CC=C(OC2=C(C=O)C=CC(=C2)Cl)C=C1)C 2-(4-(2-(azetidin-1-ylmethyl)-1-methyl-1H-imidazol-5-yl)phenoxy)-4-chlorobenzaldehyde